(Z)-3,7-Dimethylocta-2,6-di-enal C/C(=C/C=O)/CCC=C(C)C